ClC1=C(C=2N=C(N=C3C2C(=N1)OC[C@@H](N3CC3CC3)C)OC[C@]31CCCN1C[C@@H](C3)F)F (S)-5-chloro-10-(cyclopropylmethyl)-4-fluoro-2-(((2R,7aS)-2-fluorotetrahydro-1H-pyrrolizin-7a(5H)-yl)methoxy)-9-methyl-9,10-dihydro-8H-7-oxa-1,3,6,10-tetraazacyclohepta[de]naphthalene